(3S,4S)-8-(6-((3-fluoropyridin-4-yl)thio)pyrido[2,3-b]pyrazin-2-yl)-3-methyl-2-oxa-8-azaspiro[4.5]decan-4-amine FC=1C=NC=CC1SC=1C=CC=2C(=NC=C(N2)N2CCC3([C@@H]([C@@H](OC3)C)N)CC2)N1